1-(3,4-dimethyl-2-phenyl-2H-pyrazolo[3,4-d]pyridazin-7-yl)-N-(3-(2-methylpiperidin-1-yl)propyl)piperidine-4-carboxamide CC=1N(N=C2C(=NN=C(C21)C)N2CCC(CC2)C(=O)NCCCN2C(CCCC2)C)C2=CC=CC=C2